4'-((8-((2-hydroxyethyl)amino)-1,3-dimethyl-2,6-dioxo-1,2,3,6-tetrahydro-7H-purin-7-yl)methyl)-[1,1'-biphenyl]-2-carboxylate OCCNC1=NC=2N(C(N(C(C2N1CC1=CC=C(C=C1)C=1C(=CC=CC1)C(=O)[O-])=O)C)=O)C